CC=1CCCC(C1)C1=C(C=C(C=C1OCCC(=O)O)CCCCC)OCCC(=O)O.FC(C1=CC=C(C=C1)C1C(CC1)C=1C=C2C=CC=NC2=CC1)(F)F 6-(2-(4-(Trifluoromethyl)phenyl)cyclobutyl)quinoline ((5'-methyl-4-pentyl-1',2',3',4'-tetrahydro-[1,1'-biphenyl]-2,6-diyl)bis(oxy))bis(methylene)diacetate